1-methyl-8-(1H-pyrazole-4-yl)-4,5-dihydro-6H-benzo[6,7]cyclohepta[1,2-d]isoxazol-6-one CC1=NOC2=C1C1=C(C(CC2)=O)C=C(C=C1)C=1C=NNC1